(1R,2S)-2-((R)-5H-Imidazo[5,1-a]isoindol-5-yl)spiro[3.3]heptan-1-ol C=1N=CN2C1C1=CC=CC=C1[C@H]2[C@H]2[C@H](C1(C2)CCC1)O